C(#N)C(SC(SCC)=S)(CCC(NCCSSC(CCC(N(C(C(=O)[O-])C)C)=O)(C)C)=O)C 6-cyano-6,15,15,19,20-pentamethyl-9,18-dioxo-4-thioxo-3,5,13,14-tetrathia-10,19-diazahenicosan-21-oate